COC1=C(C(=O)NCC=2OC(=NN2)C=2SC=CC2)C=CC(=C1)NC1CN(CC1)C 2-methoxy-4-((1-methylpyrrolidin-3-yl)amino)-N-((5-(thiophen-2-yl)-1,3,4-oxadiazol-2-yl)methyl)benzamide